S1C=C(C=C1)C(C(=O)O)C(=O)O (thiophen-3-yl)propanedioic acid